FC1=C(C(=C(C=C1)Br)F)F trifluorobromobenzene